5-(((2,6-dimethoxypyridin-3-yl)amino)methylene)-2,2-dimethyl-1,3-dioxane-4,6-dione COC1=NC(=CC=C1NC=C1C(OC(OC1=O)(C)C)=O)OC